N-(2-(Diethylamino)ethyl)-5-formyl-2,4-dimethyl-1H-pyrrole-3-carboxamide C(C)N(CCNC(=O)C1=C(NC(=C1C)C=O)C)CC